NC=1C=CC(=C(C1)S(=O)(=O)NCCC1=NC=CC=C1)C 5-amino-2-methyl-N-(2-(pyridin-2-yl)ethyl)benzenesulfonamide